NC1=C(C(=O)N)C=C(C(=C1F)Br)Cl 2-amino-4-bromo-5-chloro-3-fluorobenzamide